(2-fluoro-4-(5-methyl-3-(trifluoromethyl)-1H-pyrazol-1-yl)phenyl)methanamine FC1=C(C=CC(=C1)N1N=C(C=C1C)C(F)(F)F)CN